2-bromo-1-(4-chlorophenyl)-1-(2-methoxymethoxy-5-methylphenyl)-ethene BrC=C(C1=C(C=CC(=C1)C)OCOC)C1=CC=C(C=C1)Cl